C(CC)C1(C=C(C(=O)OCCCC)C(=O)OCCCC)CC=CC=C1 di-n-butyl (1-n-propylbenzylidene)malonate